N-(1-(2-(2,2-difluoroethoxy)-5-fluorophenyl)ethyl)-3-(1-(2,2-difluoroethyl)-1H-pyrazol-4-yl)pyrazolo[1,5-a]pyrimidin-5-amine FC(COC1=C(C=C(C=C1)F)C(C)NC1=NC=2N(C=C1)N=CC2C=2C=NN(C2)CC(F)F)F